p-bromoacetophenone CC(=O)C1=CC=C(C=C1)Br